ClC1=CC=C(/C=C/C2=NC3=CC=C(C=C3C(=N2)NCCN(C)C)C)C=C1 (E)-N1-(2-(4-Chlorostyryl)-6-methylquinazolin-4-yl)-N2,N2-dimethylethane-1,2-diamine